methyl 1-(((3-(3,3-difluorobutyl)-7-((3,3-difluorocyclobutyl)thio)-2-methyl-1,1-dioxido-5-phenyl-2,3,4,5-tetrahydrobenzo[f][1,2,5]thiadiazepin-8-yl)oxy)methyl)cyclopropanecarboxylate FC(CCC1N(S(C2=C(N(C1)C1=CC=CC=C1)C=C(C(=C2)OCC2(CC2)C(=O)OC)SC2CC(C2)(F)F)(=O)=O)C)(C)F